3-Iodo-N,N-dimethylpyrazolo[1,5-a]pyrimidin-7-amine IC=1C=NN2C1N=CC=C2N(C)C